1-(Spiro[benzopyran-3,4'-piperidin]-6-yl)dihydropyrimidine N1CCC2(CC1)COC1=C(C2)C=C(C=C1)N1CNCC=C1